C(C)(C)N1N=CC(=C1)C=1C=CC=2N(C1)N=CC2 6-(1-isopropyl-1H-pyrazol-4-yl)pyrazolo[1,5-a]pyridine